1-butylmethyl-imidazole C(CCC)CN1C=NC=C1